NC1=CC=C(C=N1)C=1N=CN2C1N(C(C1=CC(=CC(=C21)CN2C1=C(OCC2)N=C(C=C1)Cl)C)=O)C 3-(6-Aminopyridin-3-yl)-9-((6-chloro-2,3-dihydro-1H-pyrido[2,3-b][1,4]oxazin-1-yl)methyl)-4,7-dimethylimidazo[1,5-a]quinazolin-5(4H)-one